tert-Butyl 3,3-diethyl-6-((7-((2-methyl-4-(methylsulfonyl)phenyl)amino)-2,6-naphthyridin-1-yl)ethynyl)-2-oxoindoline-1-carboxylate C(C)C1(C(N(C2=CC(=CC=C12)C#CC1=NC=CC2=CN=C(C=C12)NC1=C(C=C(C=C1)S(=O)(=O)C)C)C(=O)OC(C)(C)C)=O)CC